1-(6-(aminomethyl)-8-(4-(trifluoromethoxy)phenyl)quinoxalin-5-yl)ethan-1-ol NCC=1C(=C2N=CC=NC2=C(C1)C1=CC=C(C=C1)OC(F)(F)F)C(C)O